O[C@@H](C)C=1N(C=CN1)CC1=NOC(=C1)C1=CC=C(C=C1)C#CC=1C=CC(=NC1)CNCC(=O)[O-] (S)-((5-((4-(3-((2-(1-hydroxyethyl)-1H-imidazol-1-yl)methyl) isoxazol-5-yl)phenyl) ethynyl)pyridin-2-yl) methyl)glycinate